(3S,4S)-4-(5-chloro-1-methyl-pyrazol-4-yl)-N-(2-fluoro-3-thienyl)-1-methyl-2-oxo-pyrrolidine-3-carboxamide ClC1=C(C=NN1C)[C@@H]1[C@H](C(N(C1)C)=O)C(=O)NC1=C(SC=C1)F